C(C)(C)(C)C1=CC(=NO1)NC(=O)NC=1C=CC2=C(C=C(O2)C(=O)C=2NC3=CC=C(C=C3C2)O)C1 1-(5-(tert-Butyl)isoxazol-3-yl)-3-(2-(5-hydroxy-1H-indole-2-carbonyl)benzofuran-5-yl)urea